OCCN(CCCCN(CCCCCC(=O)OC(CCCCCCCC)CCCCCCCC)CCCCCC(=O)OCCCCCCCCC)CCCCCC(=O)OCCCCCCCCC Heptadeca-9-yl 6-((4-((2-hydroxyethyl)(6-(nonyloxy)-6-oxohexyl)amino)butyl)(6-(nonyloxy)-6-oxohexyl)amino)hexanoate